3-phenyl-1-butyn C1(=CC=CC=C1)C(C#C)C